BrC=1C=C(C=C2C=CNC12)OC(C)C 7-Bromo-5-isopropoxy-1H-indole